S=C1NN=C2N1C1=CC=CC=C1C(N2CCC(F)(F)F)=O 1-thioxo-4-(3,3,3-trifluoropropyl)-2,4-dihydro-[1,2,4]triazolo[4,3-a]quinazolin-5(1H)-one